[SiH3][O-].[Mn+2].[SiH3][O-] manganese silanolate